C1(=CC=CC=C1)C(CO)CO 2-phenyl-1,3-propylene glycol